C1(CC1)O[C@@H]1[C@H]2[C@@H](N([C@@H](C1)C2)C(=O)OC(C)(C)C)C=O tert-butyl (1R,3R,4R,5S)-5-cyclopropoxy-3-formyl-2-azabicyclo[2.2.1]heptane-2-carboxylate